BrC1=CC(=C(C=C1F)NS(=O)(=O)C1=CNC(=C1)C1=CC=CC=C1)OC N-(4-bromo-5-fluoro-2-methoxyphenyl)-5-phenyl-1H-pyrrole-3-sulfonamide